(R)-2-(5-chloro-2-methoxypyridin-4-yl)-1-((S)-3-((6-methyl-5-(pyrimidin-2-yl)pyridin-2-yl)amino)pyrrolidin-1-yl)propan-1-one ClC=1C(=CC(=NC1)OC)[C@H](C(=O)N1C[C@H](CC1)NC1=NC(=C(C=C1)C1=NC=CC=N1)C)C